2-[2-fluoro-5-methoxy-4-(piperidine-1-carbonyl)phenyl]-4-[[5-(4-methyl-piperazin-1-yl)-2-pyridyl]amino]-6H-naphthyridin-5-one FC1=C(C=C(C(=C1)C(=O)N1CCCCC1)OC)C1=NC=2N=CCC(C2C(=C1)NC1=NC=C(C=C1)N1CCN(CC1)C)=O